5-(4-(2-isopropoxyethoxy)piperidin-1-yl)-N-methyl-7-(trifluoromethyl)thieno[3,2-b]pyridine-3-carboxamide C(C)(C)OCCOC1CCN(CC1)C1=CC(=C2C(=N1)C(=CS2)C(=O)NC)C(F)(F)F